FC1=C(C=CC=C1)SC=1C=C2CCCC(C2=CC1)CN {6-[(2-fluorophenyl)thio]-1,2,3,4-tetrahydronaphthalen-1-yl}methylamine